BrC1=CC=C(C=C1)C1(CC1)NC(C(C)(C)C)=O N-(1-(4-bromophenyl)cyclopropyl)pivaloamide